(6-(5-Chloro-1H-pyrazol-4-yl)-1-((S)-2-hydroxypropyl)-1H-pyrrolo[3,2-c]pyridin-3-yl)((R)-6-chlorochroman-3-yl)methanone ClC1=C(C=NN1)C1=CC2=C(C=N1)C(=CN2C[C@H](C)O)C(=O)[C@H]2COC1=CC=C(C=C1C2)Cl